(6-(4-(6-((6-acetyl-8-cyclopentyl-5-methyl-7-oxo-7,8-dihydropyrido[2,3-d]pyrimidin-2-yl)amino)pyridin-3-yl)-piperazin-1-yl)-6-oxohexanamido)-N-(4,5-dimethylthiazol-2-yl)benzamide C(C)(=O)C1=C(C2=C(N=C(N=C2)NC2=CC=C(C=N2)N2CCN(CC2)C(CCCCC(=O)NC2=C(C(=O)NC=3SC(=C(N3)C)C)C=CC=C2)=O)N(C1=O)C1CCCC1)C